C(C1=CC=CC=C1)C1(O)[C@@H](O)[C@@H](O)[C@H](O)[C@H](O1)CO benzyl-D-mannopyranose